C(C1=CC=CC=C1)N1CCN(C2(CC2)C1)C(=O)OC(C)(C)C tert-butyl 7-benzyl-4,7-diazaspiro[2.5]octane-4-carboxylate